C(C1=CC=CC=C1)C1=C2N(C=C(N1)C1=CC=CC=C1)C(C(=N2)CC2=CC(=CC=C2)F)=O 8-Benzyl-2-(3-fluorobenzyl)-6-phenylimidazo[1,2-a]pyrazin-3(7H)-on